COC(=O)C=1SC=C(C1C(=O)OC)NC(=O)NC1=C(C=C(C(=C1)NS(=O)(=O)C=1C=CC=C2C=CN=CC12)OC)F 4-(3-(2-fluoro-5-(isoquinoline-8-sulfonylamino)-4-methoxyphenyl)ureido)thiophene-2,3-dicarboxylic acid dimethyl ester